2-[[(1R)-1-(3,6-Dimethyl-4-oxo-2-thieno[3,2-c]pyridin-2-yl-chromen-8-yl)ethyl]amino]benzoic acid CC1=C(OC2=C(C=C(C=C2C1=O)C)[C@@H](C)NC1=C(C(=O)O)C=CC=C1)C1=CC=2C=NC=CC2S1